N1(CCC1)C(=O)C1=CC=CC(=N1)C(=O)N[C@@H]1C[C@H](C1)C1=NN=C(N1C1=C(C=CC=C1)F)C1=NC=C(C=C1)OCC 6-(azetidine-1-carbonyl)-N-(trans-3-(5-(5-ethoxypyridin-2-yl)-4-((S)-2-fluorophenyl)-4H-1,2,4-triazol-3-yl)cyclobutyl)picolinamide